3-fluoro-3-[4-(4-piperidinyl)phenyl]piperidine-2,6-dione TFA salt OC(=O)C(F)(F)F.FC1(C(NC(CC1)=O)=O)C1=CC=C(C=C1)C1CCNCC1